5-((t-butyldiphenylsilyl)oxy)pentyl (E)-4-((2-((1-(3-chlorophenyl)-2,5-dioxopyrrolidin-3-ylidene)methyl)phenoxy)methyl)benzoate ClC=1C=C(C=CC1)N1C(\C(\CC1=O)=C\C1=C(OCC2=CC=C(C(=O)OCCCCCO[Si](C3=CC=CC=C3)(C3=CC=CC=C3)C(C)(C)C)C=C2)C=CC=C1)=O